NC1CCN(CC1)C1=C(C=NC2=CC=C(C=C12)C1=C(C(=CC=C1)Cl)NC(=O)NOC)C1=CC(=CC(=C1)OC)F 1-{2-[4-(4-aminopiperidin-1-yl)-3-(3-fluoro-5-methoxyphenyl)quinolin-6-yl]-6-chlorophenyl}-3-methoxyurea